C(C)C(C(=O)O)C1=CC(=C(C=C1)C(C)=NO)F.CC(C)(C)[S@@](=O)\N=C(\C)/C=1C=CC=C2C(N(C(=NC12)C1=CC=CC=C1)C)=O (R,Z)-2-methyl-N-(1-(3-methyl-4-oxo-2-phenyl-3,4-dihydroquinazolin-8-yl)ethylidene)propane-2-sulfinamide 2-Ethyl-2-(3-fluoro-4-(1-(hydroxyimino)ethyl)phenyl)acetate